COC1=C(C(=NC=C1)CNC(OC(C)(C)C)=O)F tert-butyl (4-methoxy-3-fluoropyridin-2-yl)methylcarbamate